NC1C(NC(CN1)=O)=O 3-aminopiperazine-2,6-dione